FC(C1=CC=C(C=N1)C(C)N1N=CC(=C1)CN)(F)F (1-(1-(6-(trifluoromethyl)pyridin-3-yl)ethyl)-1H-pyrazol-4-yl)methylamine